octadecyl-2,6-diisobutylphenol C(CCCCCCCCCCCCCCCCC)C=1C(=C(C(=CC1)CC(C)C)O)CC(C)C